1-(4-(1-isopropyl-4-(trifluoromethyl)-1H-imidazol-2-yl)phenyl)ethan-1-ol C(C)(C)N1C(=NC(=C1)C(F)(F)F)C1=CC=C(C=C1)C(C)O